C(=C)[SiH2]C#N vinylcyanosilane